O[C@@]1([C@@H](CC[C@H](C1)C)C(C)C)C(=O)NCC(C1=C(C=CC=C1)O)O (1s,2s,5r)-1-hydroxy-N-(2-hydroxy-2-(2-hydroxyphenyl)ethyl)-2-isopropyl-5-methylcyclohexane-1-carboxamide